3-Methyl-7-propyl-3,7-dihydro-1H-purine-2,6-dione CN1C(NC(C=2N(C=NC12)CCC)=O)=O